FC(C1=C(C=CC(=N1)N)C=1C(=NN(C1C)COCC[Si](C)(C)C)C)F 6-(difluoromethyl)-5-[3,5-dimethyl-1-(2-trimethylsilylethoxymethyl)pyrazol-4-yl]pyridin-2-amine